Cl.COC1=CC2=C([C@H](C2)CNC)C=C1OC (1S)-4,5-dimethoxy-1-methylaminomethyl-benzocyclobutane hydrochloride